NC1=C2N=CN(C2=NC(=N1)F)[C@H]1C[C@@H]([C@@](O1)(C#C)CO[P@](=O)(OC1=CC=CC=C1)N[C@H](C(=O)OCC(CCCCCCC)CCCCCCC)CC1=CC(=CC(=C1)F)F)O 2-heptylnonyl (S)-2-(((S)-(((2R,3S,5R)-5-(6-amino-2-fluoro-9H-purin-9-yl)-2-ethynyl hydroxytetrahydrofuran-2-yl)methoxy)(phenoxy)phosphoryl)amino)-3-(3,5-difluorophenyl)propanoate